N-(3-(allyloxy)phenyl)quinoline-6-carboxamide methyl-(R)-5-isopropyl-4-(oxetane-3-carbonyl)-2,3,4,5-tetrahydrobenzo[f][1,4]oxazepine-8-carboxylate COC(=O)C1=CC2=C([C@H](N(CCO2)C(=O)C2COC2)C(C)C)C=C1.C(C=C)OC=1C=C(C=CC1)NC(=O)C=1C=C2C=CC=NC2=CC1